(S)-2-((3-(1-(4'-Carboxy-2-hydroxy-[1,1'-biphenyl]-4-yl)-2-oxo-1,2-dihydro-3H-imidazo[4,5-b]pyridin-3-yl)pyrrolidin-1-yl)methyl)isonicotinic Acid C(=O)(O)C1=CC=C(C=C1)C1=C(C=C(C=C1)N1C(N(C2=NC=CC=C21)[C@@H]2CN(CC2)CC=2C=C(C(=O)O)C=CN2)=O)O